C1(=CC=CC=C1)C=1N=C2N(C=C(C=C2C2=CC=CC=C2)C2=CC=C(C=C2)S)C1 4-(2,8-diphenylimidazo[1,2-a]pyridin-6-yl)benzenethiol